C1(CC1)[C@H]1C2=C(N(C([C@H]1NC(C1=CC(=CC=C1)C(F)(F)F)=O)=O)C1CC1)N(N=C2C(=O)O)C2CCOCC2 (4S,5S)-4,7-dicyclopropyl-6-oxo-1-(tetrahydro-2H-pyran-4-yl)-5-(3-(trifluoromethyl)benzamido)-4,5,6,7-tetrahydro-1H-pyrazolo[3,4-b]pyridine-3-carboxylic acid